Butyl 2-(hydroxymethyl)-6,8-dihydro-5H-imidazo[1,2-a]pyrazine-7-carboxylate OCC=1N=C2N(CCN(C2)C(=O)OCCCC)C1